(S)-N-((S)-1-(2-chlorophenyl)-2-((3,3-difluorocyclobutyl)amino)-2-oxoethyl)-1-(4-cyanopyridine-2-yl)-N-(5-fluoropyridin-3-yl)-5-oxopyrrolidine-2-carboxamide ClC1=C(C=CC=C1)[C@@H](C(=O)NC1CC(C1)(F)F)N(C(=O)[C@H]1N(C(CC1)=O)C1=NC=CC(=C1)C#N)C=1C=NC=C(C1)F